CN1CCC(CC1)OC(=O)N1CC=2NC(=NC2C1)C1=NNC2=CC=C(C=C12)OC(C)C1=CC(=CC(=C1)F)F 1-methylpiperidin-4-yl-2-(5-(1-(3,5-difluorophenyl)ethoxy)-1H-indazol-3-yl)-4,6-dihydropyrrolo[3,4-d]imidazole-5(1H)-carboxylate